COCCOC1=CC=C(C=C1)NC=1N=CC2=C(N1)CN(CC2)C2=C(C1=C(OCCN1)N=C2)C N-(4-(2-methoxyethoxy)phenyl)-7-(8-methyl-2,3-dihydro-1H-pyrido[2,3-b][1,4]oxazin-7-yl)-5,6,7,8-tetrahydropyrido[3,4-d]pyrimidin-2-amine